(1R,2S,5S)-N-(2-amino-2-oxo-1-phthalazin-1-yl-ethyl)-3-[(2S)-3,3-dimethyl-2-[(6-oxo-1H-pyridin-3-yl)amino]butanoyl]-6,6-dimethyl-3-azabicyclo[3.1.0]hexane-2-carboxamide NC(C(C1=NN=CC2=CC=CC=C12)NC(=O)[C@@H]1[C@H]2C([C@H]2CN1C([C@H](C(C)(C)C)NC1=CNC(C=C1)=O)=O)(C)C)=O